Urea oxide [NH2](C(=O)N)=O